C1(=CC=CC2=CC=CC=C12)C1=CC=C(C=C1)N [4-(1-naphthyl)phenyl]amine